C(C1=CC=CC=C1)N1CC(CCC1)C1CCNCC1 benzyl-3,4'-bipiperidine